2-(5-{2-[(2,3-dihydro-1H-inden-2-yl)amino]pyrimidin-5-yl}-4H-1,2,4-triazol-3-yl)acetic acid C1C(CC2=CC=CC=C12)NC1=NC=C(C=N1)C=1NC(=NN1)CC(=O)O